N-(3-bromo-4-fluorophenyl)-N'-hydroxy-4-(3-(2-methoxyphenyl)ureido)-1,2,5-oxadiazole-3-carboximidamide BrC=1C=C(C=CC1F)NC(=NO)C1=NON=C1NC(=O)NC1=C(C=CC=C1)OC